CN(CCN(C(C(CCSCCC(=O)OCCCCCCCC)NC(C(CCCCCCCCCC)CCCCCCCC)=O)=O)C)C octyl 3-((4-((2-(dimethylamino)ethyl)(methyl)amino)-3-(2-octyldodecanamido)-4-oxobutyl)thio)propanoate